((trifluoromethyLsulfonyl)oxy)-5,8-dihydropyrido[3,4-d]pyrimidine-7(6H)-carboxylate FC(S(=O)(=O)OC=1N=CC2=C(N1)CN(CC2)C(=O)[O-])(F)F